(2R)-1-{[(3S,4R)-3-fluoro-1-[4-({8-[(2R,3S)-3-(methanesulfonylmeth-yl)-2-methylazetidin-1-yl]-5-(propan-2-yl)isoquinolin-3-yl}amino)pyrimidin-2-yl]piperidin-4-yl]oxy}propan-2-ol F[C@H]1CN(CC[C@H]1OC[C@@H](C)O)C1=NC=CC(=N1)NC=1N=CC2=C(C=CC(=C2C1)C(C)C)N1[C@@H]([C@H](C1)CS(=O)(=O)C)C